C(#N)C=1C=CC(=NC1)CN1N=C2C3=C(CCC2=C1)OC(=C3C)C(=O)NC=C3OCCC3 2-[(5-cyanopyridin-2-yl)methyl]-8-methyl-N-{[(2S)-oxolanyl-2-yl]methyl}-4,5-dihydro-2H-furo[2,3-g]indazole-7-carboxamide